Imidazole zinc [Zn].N1C=NC=C1